N[C@@H]1CN(CC1)C=1C=CC(=NC1)NC1=CC(=NC=2C=CNC(C12)=O)C1=C(C=C(C=C1)NC(=O)C1CCCCC1)F (S)-N-(4-(4-((5-(3-amino-pyrrolidin-1-yl)pyridin-2-yl)amino)-5-oxo-5,6-dihydro-1,6-naphthyridin-2-yl)-3-fluorophenyl)cyclohexane-carboxamide